C1NCC=2C=NC(=CC21)C#N 2,3-dihydro-1H-pyrrolo[3,4-c]pyridine-6-carbonitrile